ClC1=CC=C2C(=C1)NC(C21N(C(C=2N=C(N(C21)C(C)C)C=2C(=NC(=NC2)OC(C)C)OC)=O)C2=CC(=CC=C2)Cl)=O 6-chloro-5'-(3-chlorophenyl)-2'-(2-isopropoxy-4-methoxypyrimidin-5-yl)-3'-isopropyl-3'H-spiro[dihydroindole-3,4'-pyrrolo[3,4-d]imidazole]-2,6'(5'H)-dione